ClC=1C=C2C=CC(=NC2=C(C1C1=CC(=CC2=CC=CC=C12)O)F)N1CC(C1)N(C)C 6-Chloro-2-(3-(dimethylamino)azetidine-1-yl)-8-fluoro-7-(3-hydroxynaphthalen-1-yl)quinoline